ClC=1C=CC(=C(C1)C1=C(C=CC=C1F)F)[C@]1([C@@H](C1)C(=O)N1[C@@H]([C@@H](C1)F)CNS(=O)(=O)CC)F N-({(2R,3R)-1-[(1S,2S)-2-(5-chloro-2',6'-difluoro[1,1'-biphenyl]-2-yl)-2-fluorocyclopropane-1-carbonyl]-3-fluoroazetidin-2-yl}methyl)ethanesulfonamide